ClC1=CC2=C(C(=N1)OCC)C=NN2C2CCOCC2 6-chloro-4-ethoxy-1-(tetrahydro-2H-pyran-4-yl)-1H-pyrazolo[4,3-c]pyridine